CN1C=2C(NC(=NC2NC[C@@H]1CNC1=CC=C(C(N[C@@H](CCC(=O)[O-])C(=O)O)=O)C=C1)N)=O (6s)-5-methyltetrahydrofolate